CC1=NN=C2N1CCCC2 methyl-5,6,7,8-tetrahydro-[1,2,4]triazolo[4,3-a]pyridin